[B].[Cr] chromium-boron